C[Se]C[C@H](C(=O)O)[NH3+] The molecule is a D-alpha-amino acid cation having methylselanylmethyl as the side-chain. It is a conjugate acid of a Se-methyl-D-selenocysteine. It is an enantiomer of a Se-methyl-L-selenocysteinium.